(1R,3S,5R)-2-azabicyclo[3.1.0]hexane-3-carboxylic acid methyl ester 2,2,2-trifluoroacetate salt FC(C(=O)O)(F)F.COC(=O)[C@H]1N[C@@H]2C[C@@H]2C1